C12(CC(C1)C2)C2=C(C=C1C=C(C(NC1=C2)=O)C(=O)O)F 7-(bicyclo[1.1.1]pentan-1-yl)-6-fluoro-2-oxo-1,2-dihydroquinoline-3-carboxylic acid